FC(CC1=NC2=CC=CC=C2C=C1)F 2-(2,2-difluoroethyl)quinolin